N-(4-pyridazin-3-ylcyclohexyl)-3-[6-(trifluoromethyl)-1H-benzo[d]imidazol-2-yl]aniline N1=NC(=CC=C1)C1CCC(CC1)NC1=CC(=CC=C1)C1=NC2=C(N1)C=C(C=C2)C(F)(F)F